FC1=CC=C(C=C1)\C=C\C(=O)C1=C(C=C(C(=C1)CN1C(CNCC1)CC1=CC=CC=C1)OC)O 4-fluoro-2'-hydroxy-4'-methoxy-5'-(benzylpiperazin-1-yl)methyl-chalcone